CN1N=CC(=C1)C1=CC=2N=C(N=C(C2O1)N1CCOCC1)N1N=C(C=C1)C=1C=C(C=CC1)C 6-(1-methylpyrazol-4-yl)-4-morpholino-2-[3-(m-tolyl)pyrazol-1-yl]furo[3,2-d]pyrimidine